(R)-(-)-[[4-(1,4,5,6-tetrahydro-4-methyl-6-oxo-3-pyridazinyl)phenyl]-hydrazono]malononitrile C[C@H]1C(=NNC(C1)=O)C1=CC=C(C=C1)NN=C(C#N)C#N